Tert-Butyl N-{4-[(6-Chloropyridazin-4-Yl)Amino]Pyridin-2-Yl}Carbamate ClC1=CC(=CN=N1)NC1=CC(=NC=C1)NC(OC(C)(C)C)=O